ethyl 3-methoxy-4-(prop-2-yn-1-ylamino)benzoate COC=1C=C(C(=O)OCC)C=CC1NCC#C